CC(C(O)(C1=CC=C(C=C1)C)C1=CC=C(C=C1)C)=C 2-methyl-1,1-di-(4-tolyl)-2-propenol